N1=CC(=C2COCCN21)C2=CN1C(S2)=C(C=N1)C(=O)NC=1C(=NC=C(C1)C(NCCN1CC(C1)(C)C)=O)C (6,7-dihydro-4H-pyrazolo[5,1-c][1,4]oxazin-3-yl)-N-(5-((2-(3,3-dimethylazetidin-1-yl)ethyl)carbamoyl)-2-methylpyridin-3-yl)pyrazolo[5,1-b]thiazole-7-carboxamide